COC1(CCC(CC1)O)C(F)(F)F 4-methoxy-4-(trifluoromethyl)cyclohexan-1-ol